(Z)-5-(benzo[d]thiazol-6-ylmethylene)-2-(benzylamino)-3,5-dihydro-4H-imidazol-4-one S1C=NC2=C1C=C(C=C2)\C=C/2\C(NC(=N2)NCC2=CC=CC=C2)=O